COC(=O)C=1C(=C(C=CC1)C1=C(C(=CC=C1)O)C)C 3'-hydroxy-2,2'-dimethyl-[1,1'-biphenyl]-3-carboxylic acid methyl ester